[Na+].C=CC1=CC=C(C=C1)S(=O)(=O)[O-] p-styrenesulfonate sodium